C(C)(C)(C)C1=CC=C(N)C=C1 4-tertiary-butyl-aniline